Furandimethanol diacrylate C(C=C)(=O)OCC=1OC=CC1COC(C=C)=O